2-[3-[4-(cyclopropyl-carbamoyl)-3-(difluoromethoxy)-5-methoxy-phenyl]-7-(1-methylpyrazol-4-yl)imidazo[1,2-a]pyridin-6-yl]oxypropanoate C1(CC1)NC(=O)C1=C(C=C(C=C1OC)C1=CN=C2N1C=C(C(=C2)C=2C=NN(C2)C)OC(C(=O)[O-])C)OC(F)F